FC1=CC(=C(C=C1)C=1C(=NC(=C(C1)C(F)(F)F)C=1C=NN(C1)C)C=1C=NC=2CCN(CC2C1)C(C=C)=O)OC(C)C 1-[3-[3-(4-fluoro-2-isopropoxy-phenyl)-6-(1-methylpyrazol-4-yl)-5-(trifluoromethyl)-2-pyridyl]-7,8-dihydro-5H-1,6-naphthyridin-6-yl]prop-2-en-1-one